methyl (R)-2-amino-2-phenylacetate hydrochloride Cl.N[C@@H](C(=O)OC)C1=CC=CC=C1